4-methoxy-phenyl-acetylene COC1=CC=C(C=C1)C#C